benzyl 4-[2-(piperidin-4-yl) ethynyl]piperidine-1-carboxylate N1CCC(CC1)C#CC1CCN(CC1)C(=O)OCC1=CC=CC=C1